C(CCCCCCCCC)(=O)OC[C@]1(O[C@H](C[C@@H]1O)N1C=CC2=C1N=C(N=C2N)Cl)C#C ((2R,3S,5R)-5-(4-amino-2-chloro-7H-pyrrolo[2,3-d]pyrimidin-7-yl)-2-ethynyl-3-hydroxytetrahydrofuran-2-yl)methyl decanoate